3-[4-(2-methoxyphenyl)piperazine-1-yl]propionitrile COC1=C(C=CC=C1)N1CCN(CC1)CCC#N